C(CCC)C1=CN=C(C(=N1)N1CCC(CC1)C(=O)OC)C=1C=C2C=CNC2=CC1 methyl 1-(6-butyl-3-(1H-indol-5-yl)pyrazin-2-yl)piperidine-4-carboxylate